(S)-1-((5,6-dimethyl-6H-pyrido[4,3-b]carbazol-9-yl)oxy)-N-isopropylpropan-2-amine CC1=C2C(=CC=3C=4C=C(C=CC4N(C13)C)OC[C@H](C)NC(C)C)C=NC=C2